(2,4-dichlorophenyl)methylamine ClC1=C(C=CC(=C1)Cl)CN